C(C)(C)(C)NC(CN(C=1C2=C(N=C(N1)C1=NC=CC(=C1)OCCSC)CCC2)C)=O N-tert-butyl-2-[methyl(2-{4-[2-(methylsulfanyl)ethoxy]pyridin-2-yl}-5H,6H,7H-cyclopenta[d]pyrimidin-4-yl)amino]acetamide